tert-butyl (2E)-2-[(2-methylpropane-2-sulfinyl)imino]-3H-spiro[indene-1,4'-piperidine]-1'-carboxylate CC(C)(C)S(=O)\N=C\1/CC2=CC=CC=C2C12CCN(CC2)C(=O)OC(C)(C)C